sodium 4,4'-bis(2-sulfostyryl)-1,1'-biphenyl S(=O)(=O)(O)C1=C(C=CC2=CC=C(C=C2)C2=CC=C(C=C2)C=CC2=C(C=CC=C2)S(=O)(=O)O)C=CC=C1.[Na]